CC1=C(C(=NC=C1N)N)[N+](=O)[O-] (methyl)-3-nitropyridine-2,5-diamine